C(#N)CC1(CN(C1)C(=O)OC(C)(C)C)N1CCN(CC1)C tert-butyl 3-(cyanomethyl)-3-(4-methylpiperazin-1-yl)azetidine-1-carboxylate